COC=1C=C2C=NC=NC2=CC1OCCCCOC 6-methoxy-7-(4-methoxybutoxy)quinazolin